C(#N)CCC(=O)OC methyl 3-cyanopropionate